FC(CN1N=CC=C1)(F)F 1-(2,2,2-triFluoroethyl)-1H-pyrazole